2-methylamino-6-(N-methylamino)fluorene CNC1=CC=2CC3=CC=C(C=C3C2C=C1)NC